[(3S)-3-(1H-1,2,4-Triazol-5-yl)pyrrolidin-1-yl]-[6-[[4-(trifluoromethyl)imidazol-1-yl]methyl]-2-azaspiro[3.3]heptan-2-yl]methanone N1N=CN=C1[C@@H]1CN(CC1)C(=O)N1CC2(C1)CC(C2)CN2C=NC(=C2)C(F)(F)F